(2s,3s,4r,5r)-5-(2-(5-chloropyridin-3-yl)-6-(cyclopentylamino)-9H-purin-9-yl)-3,4-dihydroxy-N-(methyl-d3)-tetrahydrofuran-2-carboxamide ClC=1C=C(C=NC1)C1=NC(=C2N=CN(C2=N1)[C@H]1[C@@H]([C@@H]([C@H](O1)C(=O)NC([2H])([2H])[2H])O)O)NC1CCCC1